chlorofluoroquinolone C1=CC=C2C(=C1)C(=C(C(=O)N2)F)Cl